N-(2-((3S,4R)-3-fluoro-4-methoxy-3-methylpiperidin-1-yl)pyrimidin-4-yl)-5-isopropyl-8-(3-(((R)-methylsulfinyl)methyl)azetidin-1-yl)isoquinolin-3-amine F[C@]1(CN(CC[C@H]1OC)C1=NC=CC(=N1)NC=1N=CC2=C(C=CC(=C2C1)C(C)C)N1CC(C1)C[S@](=O)C)C